OCCOC1=CC=C(C=C1)CC(C(=O)CC)(C)O 1-[4-(2-hydroxyethoxy)-phenyl]-2-hydroxy-2-methylpropionone